C(CCC)OC(=O)N1[C@H]([C@]2(COC(C(N2)=O)C)CCC1)CO[C@@H]1CC[C@@H](CC1)C1=CC=CC=C1 |o1:8,9| butyl-rel-(6S,7R)-3-methyl-2-oxo-7-({[(CIS)-4-phenylcyclohexyl]oxy}methyl)-4-oxa-1,8-diazaspiro[5.5]undecane-8-carboxylate